FC=1C=C2CCC[C@H](C2=CC1)N (R)-6-fluoro-1,2,3,4-tetrahydronaphthalen-1-amine